ruthenium hexaneamine C(CCCCC)N.[Ru]